NC1=C(C#N)C=C(C(=N1)C1CC1)Cl 2-amino-5-chloro-6-cyclopropyl-nicotinonitrile